4-bromo-1-cyclopentyl-N-(3-methoxy-2,6-dimethylphenyl)-5-(trifluoromethyl)-1H-pyrazol-3-amine BrC=1C(=NN(C1C(F)(F)F)C1CCCC1)NC1=C(C(=CC=C1C)OC)C